2-amino-9-[3,4-dihydroxy-5-(hydroxymethyl)oxolan-2-yl]-3H-purin-6-one NC1=NC(C=2N=CN(C2N1)C1OC(C(C1O)O)CO)=O